ClC1=C(C=C2C(=NNC2=C1)C=1C=NC(=C(C1)F)N1CC2(CN(C2)S(=O)(=O)C)C1)O[C@H](C)C1=C(C(=NC=C1Cl)C)Cl 6-chloro-5-[(1R)-1-(3,5-dichloro-2-methyl-4-pyridyl)ethoxy]-3-[5-fluoro-6-(2-methylsulfonyl-2,6-diazaspiro[3.3]heptan-6-yl)-3-pyridyl]-1H-indazole